1-(3-((dinonylamino)methyl)pyrrolidin-1-yl)ethan-1-one C(CCCCCCCC)N(CCCCCCCCC)CC1CN(CC1)C(C)=O